6-((trimethylsilyl)ethynyl)pyridine C[Si](C)(C)C#CC1=CC=CC=N1